4,6-Dichloro-2-phenylpyrimidin ClC1=NC(=NC(=C1)Cl)C1=CC=CC=C1